CN1C(CCCC1(C)C)(C)C 1,2,2,6,6-pentamethylpiperidin